O1C=C(C=C1)C1=C(C=C2CN(NC2=C1)CC(C)C)[N+](=O)[O-] 1-(6-(furan-3-yl)-5-nitro-1H-indazol-2-yl)-2-methylpropane